(12aR)-9-bromo-10-chloro-7-fluoro-6-oxo-3,4,12,12a-tetrahydro-6H-pyrazino[2,1-c][1,4]benzooxazepine-2(1H)-carboxylic acid tert-butyl ester C(C)(C)(C)OC(=O)N1C[C@@H]2COC3=C(C(N2CC1)=O)C(=CC(=C3Cl)Br)F